C(C)(C)C1=CC=C(C(=N1)OC)C1=CN=C2SC(=NN21)N2CC(CC2)(N)C 1-(5-(6-isopropyl-2-methoxypyridin-3-yl)imidazo[2,1-b][1,3,4]thiadiazol-2-yl)-3-methylpyrrolidin-3-amine